ClC=1C(=CC(N(N1)C)=O)OCC1=CC2=C(S1)C=CC=C2Cl 6-chloro-5-[(4-chlorobenzo[b]thiophen-2-yl)methoxy]-2-methyl-3(2H)-pyridazinone